3-methoxyphenyl-ethylamine COC=1C=C(C=CC1)NCC